benzyl (S)-2-(cyanomethyl)-4-(7-ethoxy-2-(((S)-1-methylpyrrolidin-2-yl)methoxy)-5,6-dihydroquinazolin-4-yl)piperazine-1-carboxylate C(#N)C[C@@H]1N(CCN(C1)C1=NC(=NC=2C=C(CCC12)OCC)OC[C@H]1N(CCC1)C)C(=O)OCC1=CC=CC=C1